3-(3-fluorophenyl)-N-(8-methyl-2-oxo-1,2,3,4-tetrahydroquinolin-6-yl)isonicotinamide FC=1C=C(C=CC1)C1=C(C(=O)NC=2C=C3CCC(NC3=C(C2)C)=O)C=CN=C1